4-phenylpiperidine-4-carbonitrile, 2,2,2-trifluoroacetate salt FC(C(=O)O)(F)F.C1(=CC=CC=C1)C1(CCNCC1)C#N